COC1=C(C(NC(=N1)C1=CC=NC=C1)=O)C(F)(F)F 6-methoxy-2-(4-pyridyl)-5-(trifluoromethyl)-4(3H)-pyrimidone